FC=1C=C(C=C(C1)OC1=CC=CC=C1)C1N(OCC1)C1=CC(=NC=N1)NC=1C(=CC(=C(C1)NC(C=C)=O)N1CCN(CC1)C)OC N-(5-((6-(3-(3-fluoro-5-phenoxy-phenyl)isoxazolidin-2-yl)pyrimidin-4-yl)amino)-4-methoxy-2-(4-methylpiperazin-1-yl)phenyl)acryl-amide